ethyl 1,5-dimethyl-4-[7-methyl-1-(2-trimethylsilylethoxymethyl)indazol-5-yl]sulfonyl-pyrrole-2-carboxylate CN1C(=CC(=C1C)S(=O)(=O)C=1C=C2C=NN(C2=C(C1)C)COCC[Si](C)(C)C)C(=O)OCC